BrC=1C=C2CC(C(N(C2=CC1)CC1=CC=C(C=C1)OC)=O)(C)C 6-Bromo-1-(4-methoxybenzyl)-3,3-dimethyl-3,4-dihydroquinolin-2(1H)-one